ClC1=CC(=C(C=C1)C1=NC(=CC=2N=C(N(C(C21)=O)C)C)N2C[C@H](OCC2)C2=CC(=CC=C2)OC)F 5-(4-chloro-2-fluorophenyl)-7-((2R)-2-(3-methoxyphenyl)-4-morpholinyl)-2,3-dimethylpyrido[4,3-d]pyrimidin-4(3H)-one